NC1=CC=C(C(=O)OC2=CC=C(C=C2)OC(C2=CC=C(C=C2)N)=O)C=C1 [4-(4-aminobenzoyl) oxyphenyl]4-aminobenzoate